CN1N=CC(=C1)NC1=NC=CC(=N1)N1C[C@H]2CC[C@@H](C1)N2S(=O)(=O)C N-(1-methyl-1H-pyrazol-4-yl)-4-[(1R,5S)-8-(methylsulfonyl)-3,8-diazabicyclo[3.2.1]oct-3-yl]pyrimidin-2-amine